3-(1-(4-(5-(difluoromethyl)-1,3,4-oxadiazol-2-yl)benzyl)-1H-1,2,3-triazol-4-yl)benzaldehyde FC(C1=NN=C(O1)C1=CC=C(CN2N=NC(=C2)C=2C=C(C=O)C=CC2)C=C1)F